4-amino-8-(1,3-dimethyl-1H-pyrazol-4-yl)-7-fluoro-N-propylisoquinoline-3-carboxamide NC1=C(N=CC2=C(C(=CC=C12)F)C=1C(=NN(C1)C)C)C(=O)NCCC